racemic-cis-[2-[[6,7-dichloro-3-(1H-pyrazol-4-yl)-1H-indol-4-yl]oxy]cyclopropyl]methanol ClC1=CC(=C2C(=CNC2=C1Cl)C=1C=NNC1)O[C@@H]1[C@@H](C1)CO |r|